C(C1=CC=CC=C1)OC(=O)NCC(=O)OC1=CC=C(C=C1)[N+](=O)[O-] 4-Nitrophenyl ((benzyloxy)carbonyl)glycinate